BrC1=CC(N(C=C1OC)C(C(=O)OC(C)(C)C)CCOC)=O tert-Butyl 2-(4-bromo-5-methoxy-2-oxopyridin-1(2H)-yl)-4-methoxybutanoate